3-methylpentane-1-ol CC(CCO)CC